3-(benzyloxy)propan-1-ol C(C1=CC=CC=C1)OCCCO